3-(2-(1H-indole-3-yl)ethyl)-2,3-dihydroquinazoline N1C=C(C2=CC=CC=C12)CCN1CN=C2C=CC=CC2=C1